N-[4-fluoro-5-(2-morpholin-4-yl-1,3-thiazol-5-yl)-2-[rac-(3R)-3,4-dimethylpiperazin-1-yl]phenyl]-6-oxo-4-(trifluoromethyl)-1H-pyridine-3-carboxamide FC1=CC(=C(C=C1C1=CN=C(S1)N1CCOCC1)NC(=O)C1=CNC(C=C1C(F)(F)F)=O)N1C[C@H](N(CC1)C)C |r|